6-chloro-N2,N4-bis(1,2,2,6,6-pentamethylpiperidine-4-yl)-N2,N4-bis(2,4,4-trimethylpentane-2-yl)-1,3,5-triazine-2,4-diamine ClC1=NC(=NC(=N1)N(C(C)(CC(C)(C)C)C)C1CC(N(C(C1)(C)C)C)(C)C)N(C(C)(CC(C)(C)C)C)C1CC(N(C(C1)(C)C)C)(C)C